ClC1=C(C=CC=C1)CCN1CCNCC1 (chlorophenyl)ethyl-piperazine